5-(3-((1,1-dioxido-2,3-dihydrobenzo[b]thiophen-5-yl)amino)-1H-pyrazol-5-yl)tetrahydrofuran-3-yl isopropylcarbamate C(C)(C)NC(OC1COC(C1)C1=CC(=NN1)NC1=CC2=C(S(CC2)(=O)=O)C=C1)=O